(R)-tert-Butyl 4-(4-(phenylthio)-3-((4-sulfamoyl-2-((trifluoromethyl)sulfonyl)phenyl)-amino)butanoyl)piperazine-1-carboxylate C1(=CC=CC=C1)SC[C@@H](CC(=O)N1CCN(CC1)C(=O)OC(C)(C)C)NC1=C(C=C(C=C1)S(N)(=O)=O)S(=O)(=O)C(F)(F)F